ClC1=C(C=CC=2C3=C(N(C12)CC#N)CCN([C@@H]3C)C(=O)C3=NC=C(C=N3)OC)Cl (R)-2-(6,7-dichloro-2-(5-methoxypyrimidine-2-carbonyl)-1-methyl-1,2,3,4-tetrahydro-5H-pyrido[4,3-b]indol-5-yl)acetonitrile